5-(2-((3-chlorobenzyl)amino)ethyl)-1-isopropyl-5-(pyridin-2-yl)piperidin-2-one ClC=1C=C(CNCCC2(CCC(N(C2)C(C)C)=O)C2=NC=CC=C2)C=CC1